CN(CCC1=C(C(=O)[O-])C=CC(=C1)N(C)C)CCC1=C(C(=O)[O-])C=CC(=C1)N(C)C (methylimino)diethylene-bis[4-(dimethylamino)benzoate]